methyl 6-bromo-3-(1-methylcyclopropyl)-2-oxo-1H-benzimidazole-5-carboxylate BrC=1C(=CC2=C(NC(N2C2(CC2)C)=O)C1)C(=O)OC